5-{2-cyano-1-[4-(7H-pyrrolo-[2,3-d]pyrimidin-4-yl)-1H-pyrazol-1-yl]ethyl}-N-phenylnicotinamide trifluoroacetate FC(C(=O)O)(F)F.C(#N)CC(N1N=CC(=C1)C=1C2=C(N=CN1)NC=C2)C=2C=NC=C(C(=O)NC1=CC=CC=C1)C2